5-(tert-butyl) 4-methyl (3aR,4S)-3a-allyl-6a-hydroxyhexahydro-5H-furo[2,3-c]pyrrole-4,5-dicarboxylate C(C=C)[C@]12C(CN([C@@H]1C(=O)OC)C(=O)OC(C)(C)C)(OCC2)O